(S)-2-(2-(1-methyl-1H-pyrazole-4-carbonyl)-6-(3-methyl-1H-pyrrolo[2,3-b]pyridine-5-yl)isoindolin-4-yl)pyrrolidine-1-carboxylate CN1N=CC(=C1)C(=O)N1CC2=CC(=CC(=C2C1)[C@H]1N(CCC1)C(=O)[O-])C=1C=C2C(=NC1)NC=C2C